N1N=CC2=CC(=CC=C12)\C(=C(/CC)\C1=CC=C(C=C1)OC)\C1=CC=C(C=C1)/C=C/C(=O)O (E)-3-(4-((E)-1-(1H-indazol-5-yl)-2-(4-methoxyphenyl)but-1-en-1-yl)phenyl)acrylic acid